COC1=NC=CC(=C1N1CCC(CC1)N1C(N(C=2C(C1)=CN(N2)COCC[Si](C)(C)C)CC2=C(C=CC=C2)C(F)(F)F)=O)C 5-(2'-Methoxy-4'-methyl-3,4,5,6-tetrahydro-2H-[1,3']bipyridinyl-4-yl)-7-(2-trifluoromethyl-benzyl)-2-(2-trimethylsilanylethoxymethyl)-2,4,5,7-tetrahydro-pyrazolo[3,4-d]pyrimidin-6-one